(5-Methyl-2-(2-(4-methylpiperazin-1-yl)ethoxy)phenyl)(phenyl)methanol CC=1C=CC(=C(C1)C(O)C1=CC=CC=C1)OCCN1CCN(CC1)C